OC(C)NC=O N-(α-hydroxyethyl)formamide